NC=1C=2C(C(NN1)=O)=NN(C2C2=CC=C(C=C2)OC2CCC(CC2)(F)F)C2=CC=C(C=C2)NC(C=C)=O N-(4-(4-amino-3-(4-((4,4-difluorocyclohexyl)oxy)phenyl)-7-oxo-6,7-dihydro-2H-pyrazolo[3,4-d]pyridazin-2-yl)phenyl)acrylamide